CN1CCN(CC1)CCCNC=1C=2N(C3=C(N1)C=CN=C3)C=NC2C(=O)O 4-((3-(4-methylpiperazin-1-yl)propyl)amino)imidazo[1,5-a]pyrido[4,3-e]pyrazine-3-carboxylic acid